O=C1N(CCC(N1)=O)C1=CC=C(N=N1)CN1CCN(CC1)C1CCN(CC1)C1=CC=C(C(=O)NC2=CC(=C(C=C2)C)NC2=NC=CC(=N2)C=2C=NC=CC2)C=C1 4-(4-(4-((6-(2,4-dioxotetrahydropyrimidin-1(2H)-yl)pyridazin-3-yl)methyl)piperazin-1-yl)piperidin-1-yl)-N-(4-methyl-3-((4-(pyridin-3-yl)pyrimidin-2-yl)amino)phenyl)benzamide